CC[C@H](C)[C@H](CC1CC1C/C=C\\C[C@H]([C@@H](CC)C(=O)[O-])O)OC The molecule is the conjugate base of methoxymycolic acid type-3 (IX'). A class of mycolic acids characterized by the presence of a proximal cis C=C double bond followed by a cis-cyclopropyl group and a distal (CH-CH3)-(CHO-CH3) fragment of (S,S) stereochemistry in the meromycolic chain.